(2R,3S)-3-((5-fluoro-2-(2-methoxy-7-methylquinoxalin-5-yl)benzo[d]thiazol-6-yl)oxy)butan-2-yl (5-cyanopyridin-3-yl)carbamate C(#N)C=1C=C(C=NC1)NC(O[C@H](C)[C@H](C)OC1=CC2=C(N=C(S2)C2=C3N=CC(=NC3=CC(=C2)C)OC)C=C1F)=O